[C@H](C)(CC)NC(C(F)(F)C1=CC(=CN1C)C(=O)NC1=CC(=C(C=C1)F)C)=O (S)-5-(2-(sec-butylamino)-1,1-difluoro-2-oxoethyl)-N-(4-fluoro-3-methylphenyl)-1-methyl-1H-pyrrole-3-carboxamide